NCC(=O)NC1=CC(=CC=C1)C1=C2C(=NC=3C=C4C(=CC13)OCO4)C4=CC1=C(C(N4C2)=O)COC(C1(O)CC)=O 2-amino-N-(3-(7-ethyl-7-hydroxy-8,11-dioxo-7,8,11,13-tetrahydro-10H-[1,3]-dioxolano[4,5-g]pyrano[3',4':6,7]indolizino[1,2-B]quinolin-14-yl)phenyl)acetamide